C12C(C3CC(CC(C1)C3)C2)NCCNC(=O)C2=NN(C(=C2C)C2=CC=C(C=C2)Cl)C2=NC=NC=C2 N-(2-((1r,3r,5r,7r)-adamantan-2-ylamino)ethyl)-5-(4-chloro-phenyl)-4-methyl-1-(pyrimidin-4-yl)-1H-pyrazole-3-carboxamide